6-methyl-5-(quinoline-3-yl)-6,7,8,9-tetrahydro-[1,2,4]Triazino[1,6-a]Indole-4,8-diamine CC1C=2C(=C3N(C2CC(C1)N)N=CN=C3N)C=3C=NC1=CC=CC=C1C3